NC1=C(C(=NC=C1)N)I diamino-3-iodopyridine